6-[5-(difluoromethyl)-1,3,4-oxadiazol-2-yl]-2-[(1RS,2SR)-2-(6-ethoxypyridin-3-yl)-2-hydroxy-1-phenylethyl]-2,3-dihydro-1H-isoindol-1-one FC(C1=NN=C(O1)C1=CC=C2CN(C(C2=C1)=O)[C@@H]([C@@H](O)C=1C=NC(=CC1)OCC)C1=CC=CC=C1)F |r|